Cl.Cl.C(C)N(C1CNC1)CC 3-(diethylamino)azetidine dihydrochloride